2-(alpha-hydroxypentyl)benzoic acid OC(CCCC)C1=C(C(=O)O)C=CC=C1